N[C@H]1CC[C@H](CC1)O\N=C/1\C(C=2C(=NC=NC2C2=C1C=C(C=C2)OC)N)(C)C (6Z)-6-(cis-4-aminocyclohexyloxy)imino-8-methoxy-5,5-dimethyl-benzo[h]quinazolin-4-amine